N-(piperidin-4-yl)-5-(pyridin-3-yl)-1H-indazole-3-carboxamide N1CCC(CC1)NC(=O)C1=NNC2=CC=C(C=C12)C=1C=NC=CC1